methyl-d3 (S)-6-diazo-2-((S)-2-(methoxy-d3)propanamido)-5-oxohexanoate [N+](=[N-])=CC(CC[C@@H](C(=O)OC([2H])([2H])[2H])NC([C@H](C)OC([2H])([2H])[2H])=O)=O